N-(2-((7-(2,6-dichloro-3,5-dimethoxyphenyl)-2,6-naphthyridin-3-yl)amino)-5-((4-methylpiperazin-1-yl)methyl)phenyl)acrylamide ClC1=C(C(=C(C=C1OC)OC)Cl)C1=NC=C2C=C(N=CC2=C1)NC1=C(C=C(C=C1)CN1CCN(CC1)C)NC(C=C)=O